C12C=CC(C=C1)C2 bicyclo[2.2.1]heptan-2,5-diene